N-(3-Fluoro-5-(Trifluoromethyl)Phenyl)-6-((2-((2-Methoxyethyl)Amino)Pyrimidin-5-yl)Methyl)-4,5,6,7-Tetrahydrothieno[2,3-c]Pyridin-3-Carboxamid FC=1C=C(C=C(C1)C(F)(F)F)NC(=O)C1=CSC=2CN(CCC21)CC=2C=NC(=NC2)NCCOC